(Z)-2-(1-(1-((6,6-dimethyl-bicyclo[3.1.1]heptan-2-yl)methyl)piperidin-4-yl)-2-oxoindolin-3-ylidene)acetamide CC1(C2CCC(C1C2)CN2CCC(CC2)N2C(\C(\C1=CC=CC=C21)=C/C(=O)N)=O)C